1-amino-3,6,9,12,15,18-hexaoxaheneicosan NCCOCCOCCOCCOCCOCCOCCC